CC1=CC(=CC(=C1O)C)C(C2=CC=C(C=C2)C(C3=CC(=C(C(=C3)C)O)C)C4=CC(=C(C(=C4)C)O)C)C5=CC(=C(C(=C5)C)O)C 4,4',4'',4'''-(1,4-phenylene)bis(methylidyne)tetrakis(2,6-dimethylphenol)